N-(1-carbamoyl-2,2-dimethylpropyl)-1-pentylindazole-3-carboxamide C(N)(=O)C(C(C)(C)C)NC(=O)C1=NN(C2=CC=CC=C12)CCCCC